ClC1=CC=C(CN2C3=C(C=C2)SC=C3C(=O)N[C@@H](C)C3=CC=C(C(=O)O)C=C3)C=C1 4-((1S)-1-{[4-(4-chlorobenzyl)-4H-thieno[3,2-b]pyrrole-3-carbonyl]amino}ethyl)benzoic acid